(R)-N-((S)-1'-(6-chloro-1,2,4-triazin-3-yl)-1,3-dihydrospiro[inden-2,4'-piperidin]-1-yl)-2-methylpropan-2-sulfinamide ClC1=CN=C(N=N1)N1CCC2(CC1)[C@@H](C1=CC=CC=C1C2)N[S@](=O)C(C)(C)C